FC1=CC=CC=2C(=N[C@@H](C(NC21)=O)NC(=O)C=2C(=NN1C2N=CC=C1)C=1C=NC=C(C1)C)C1=CC=CC=C1 N-[(3S)-9-fluoro-2-oxo-5-phenyl-1,3-dihydro-1,4-benzodiazepin-3-yl]-2-(5-methylpyridin-3-yl)pyrazolo[1,5-a]pyrimidine-3-carboxamide